3-fluoro-4-hydroxy-5-(hydroxymethyl)benzamide FC=1C=C(C(=O)N)C=C(C1O)CO